8-((2s,5r)-2,5-dimethylpiperazin-1-yl)-5-methyl-6-oxo-5,6-dihydro-1,5-naphthyridine-2-carbonitrile hydrochloride Cl.C[C@@H]1N(C[C@H](NC1)C)C1=CC(N(C=2C=CC(=NC12)C#N)C)=O